ClC1=CC=C(C=C1)C=1N=CN(C1C1=CC=NC=C1)CC(=O)N([C@H]1CN(CC1)C)C 2-[4-(4-chlorophenyl)-5-(pyridin-4-yl)-1H-imidazol-1-yl]-N-methyl-N-[(3R)-1-methylpyrrolidin-3-yl]acetamide